OC1=C(C=C(CC=2C(=CC(=C3CCCC23)OCC(=O)O)C)C=C1)C(C)C 2-((7-(4-hydroxy-3-isopropylbenzyl)-6-methyl-2,3-dihydro-1H-inden-4-yl)oxy)acetic acid